N1=C(C=CC=C1)C=1C=NN(C1)C(=O)OC(C)(C)C tert-butyl 4-(pyridin-2-yl)-1H-pyrazole-1-carboxylate